CC1=C(C=CC(=C1Cl)C)S(=O)O 2,4-Dimethyl-3-chloro-benzenesulfinic acid